tert-butyl N-[(6R)-6,13-dihydroxy-6,15-bis(trifluoromethyl)spiro[19-oxa-3,4,18-triazatricyclo[12.3.1.12,5]nonadeca-1(17),2,4,14(18),15-pentaene-12,1'-cyclobutane]-17-yl]carbamate O[C@]1(C2=NN=C(C3=C(C=C(C(C(C4(CCC4)CCCCC1)O)=N3)C(F)(F)F)NC(OC(C)(C)C)=O)O2)C(F)(F)F